N-cyclopentyl-5-hydroxy-2-methyl-2-(4-methylpent-3-en-1-yl)-7-pentyl-2H-chromene-6-carboxamide C1(CCCC1)NC(=O)C=1C(=C2C=CC(OC2=CC1CCCCC)(CCC=C(C)C)C)O